1-ethoxycarbonyl-(carbethoxy)-4-aminopiperidine C(C)OC(=O)N1C(CC(CC1)N)C(=O)OCC